benzeneacetic acid, 2-methoxy-4-(2-propenyl)phenyl ester C1(=CC=CC=C1)CC(=O)OC1=C(C=C(C=C1)CC=C)OC